NC1=CC=C(C(=O)NCCCC(=O)O)C=C1 N-p-aminobenzoyl-γ-aminobutyric acid